(R)-6-((2,4-difluorobenzyl)oxy)-10,10a-dihydro-1H-oxazolo[3',4':3,4]imidazo[1,2-c]pyrimidin-8(3H)-one FC1=C(COC=2C=C3N(C(N2)=O)C[C@H]2N3COC2)C=CC(=C1)F